methyl 6-(5-((3-methylpyridin-2-yl)amino)-1,2,4-thiadiazol-3-yl)nicotinate CC=1C(=NC=CC1)NC1=NC(=NS1)C1=NC=C(C(=O)OC)C=C1